C(CCC)[AlH]CCCC di-n-butylaluminum hydride